C1(=CC=CC=C1)N1N=NN=C1S(=O)(=O)CC(C)C=1C=NC=CC1 3-(1-((1-phenyl-1H-tetrazol-5-yl)sulfonyl)propan-2-yl)pyridine